5-(Difluoromethyl)isoxazole-3-carbohydrazide FC(C1=CC(=NO1)C(=O)NN)F